1-benzyl-3-cyclopropyl-3-phenethylazetidine C(C1=CC=CC=C1)N1CC(C1)(CCC1=CC=CC=C1)C1CC1